CC1=C(N=NC(=C1C)N1CC=2C=C(C=NC2CC1)C1=CC2=C(N=CN2C)C=C1)C#N 4,5-dimethyl-6-[3-(3-methylbenzimidazol-5-yl)-7,8-dihydro-5H-1,6-naphthyridin-6-yl]pyridazine-3-carbonitrile